(2S,3R)-Methyl 5,5-difluoro-3-methylpiperidine-2-carboxylate FC1(C[C@H]([C@H](NC1)C(=O)OC)C)F